C(C1=CC=CC=C1)OCCCC1N(C[C@@H](C1)F)C(=O)OC(C)(C)C tert-Butyl (4R)-2-(3-(benzyloxy) propyl)-4-fluoropyrrolidine-1-carboxylate